CN1CCN(CC1)C=1C=C(N)C=CC1 3-(4-methyl-piperazin-1-yl)-aniline